Cytidine-diol [C@]1(C(O)([C@H](O)[C@@H](CO)O1)O)(N1C(=O)N=C(N)C=C1)O